3-(2,6-dichloro-benzyloxy)-5-phenyl-pyridin-2-ylamine ClC1=C(COC=2C(=NC=C(C2)C2=CC=CC=C2)N)C(=CC=C1)Cl